C(CCC1=CC=NC=C1)C1=CC=NC=C1 4,4'-(1,3-propanediyl)bis-pyridine